O1CCN(CC1)C(/C=C/C1=CC2=C(N=C(S2)C=O)C=C1)=O (E)-6-(3-morpholino-3-oxoprop-1-en-1-yl)benzo[d]thiazol-2-carbaldehyde